4-amino-6-(5-chloro-1H,3H-benzo[de]isochromen-6-yl)-1,3,5-triazin NC1=NC=NC(=N1)C=1C(=CC=2COCC3=CC=CC1C23)Cl